tert-butyl (R)-2-((1-(2-(6-cyclopropylpyridin-3-yl)-3,7-dimethyl-4-oxo-4H-pyrido[1,2-a]pyrimidin-9-yl)ethyl)amino)benzoate C1(CC1)C1=CC=C(C=N1)C=1N=C2N(C(C1C)=O)C=C(C=C2[C@@H](C)NC2=C(C(=O)OC(C)(C)C)C=CC=C2)C